4-bromo-1-cyclopropyl-1H-pyrazole-5-carbaldehyde BrC=1C=NN(C1C=O)C1CC1